CC1=C(C=NC=2N1N=C(C2)C2=CC(=CC=C2)C(F)(F)F)C(=O)NCCC2CCN(CC2)CC2=CC=NC=C2 7-methyl-N-{2-[1-(pyridin-4-ylmethyl)piperidin-4-yl]ethyl}-2-[3-(trifluoromethyl)phenyl]pyrazolo[1,5-a]pyrimidine-6-carboxamide